N1=C(C=CC=C1)C(C(=O)O)=O.NC1=CC(=C(C=C1)N1C2=CC=CC=C2C=2C=CC=CC12)C(F)(F)F N-(4-amino-2-trifluoromethylphenyl)carbazole Pyridyl-Oxo-Acetate